(E)-7-(2-ethoxyvinyl)-4-(o-tolyl)-2H-chromen-2-one C(C)O/C=C/C1=CC=C2C(=CC(OC2=C1)=O)C1=C(C=CC=C1)C